N-(4-(pyrrolidin-1-ylmethyl)pyridin-2-yl)-5-vinylthiazolo[5,4-b]pyridin-2-amine N1(CCCC1)CC1=CC(=NC=C1)NC=1SC2=NC(=CC=C2N1)C=C